N1=C(C=NC=C1)C(=O)[O-] Pyrazine-2-formate